C(C)OC1=C(C=C(C=C1)C=CC(=O)N[C@@H](C)C(=O)O)OC (3-(4-ethoxy-3-methoxyphenyl)acryloyl)-L-alanine